3-AMINOPYRROLIDIN NC1CNCC1